1-((2R,4S,5R)-5-(bromomethyl)-5-(hydroxy-methyl)-4-(trityloxy)tetrahydrofuran-2-yl)-5-fluoropyrimidine-2,4(1H,3H)-dione BrC[C@]1([C@H](C[C@@H](O1)N1C(NC(C(=C1)F)=O)=O)OC(C1=CC=CC=C1)(C1=CC=CC=C1)C1=CC=CC=C1)CO